2-methyl-N-(4-(N-(1-phenylethyl)sulfamoyl)naphthalen-1-yl)benzamide CC1=C(C(=O)NC2=CC=C(C3=CC=CC=C23)S(NC(C)C2=CC=CC=C2)(=O)=O)C=CC=C1